1-[(5,5-difluoro-1-methylpiperidin-3-yl)(1-methyl-1H-pyrazol-4-yl)sulfamoyl]urea FC1(CC(CN(C1)C)N(S(=O)(=O)NC(=O)N)C=1C=NN(C1)C)F